[1,2]dithiolane S1SCCC1